CCC[NH+](C/C=C/I)C1CCC2=C(C1)C=C(C=C2)O The molecule is an organic cation that is the conjugate acid of 2-{[(2E)-3-iodoprop-2-en-1-yl](propyl)ammonio}tetralin-7-ol, arising from protonation of the tertiary amino function. It is an ammonium ion derivative and an organic cation. It is a conjugate acid of a 2-{[(2E)-3-iodoprop-2-en-1-yl](propyl)amino}tetralin-7-ol.